Cl.Cl.NCC=1C=C(C=CC1)N1N=C(C=C1C(=O)NC1=C(C=CC(=C1)C(C1=C(C=CC2=CC=CC=C12)OC)NCC1CC1)F)C(F)(F)F (-)-1-(3-(aminomethyl)phenyl)-N-(5-((cyclopropylmethylamino)(2-methoxynaphthalen-1-yl)methyl)-2-fluorophenyl)-3-(trifluoromethyl)-1H-pyrazole-5-carboxamide dihydrochloride